2-((R)-3-Amino-piperidine-1-yl)-3-(but-2-ynyl)-5-(4-methyl-quinazoline-2-ylmethyl)-3,5-dihydro-imidazo[4,5-d]pyridazine-4-one N[C@H]1CN(CCC1)C=1N(C2=C(C=NN(C2=O)CC2=NC3=CC=CC=C3C(=N2)C)N1)CC#CC